NC1=NC(C2=C(N1)NC=C2CCC2=CC=C(C(=O)N[C@@H](CCC(=O)O)C(=O)O)C=C2)=O (4-(2-(2-amino-4-oxo-4,7-dihydro-1H-pyrrolo[2,3-d]pyrimidin-5-yl)ethyl)benzoyl)-L-glutamic acid